trans-ferulic acid methyl ester COC(\C=C\C1=CC(OC)=C(O)C=C1)=O